N(=[N+]=[N-])C[C@]1(OC2=C(C1)C1=C(N=C(S1)C1=C3N=CC(=NC3=CC(=C1)C)OC)C=C2F)C (S)-7-(azidomethyl)-5-fluoro-2-(2-methoxy-7-methylquinoxalin-5-yl)-7-methyl-7,8-dihydrobenzofuro[5,4-d]thiazole